ClC=1C(=NC(=NC1)NC1CCOCC1)C1=CC=C2CN(C(C2=C1)=O)C(C(=O)O)(C)C 2-(6-{5-chloro-2-[(oxacyclohex-4-yl)amino]pyrimidin-4-yl}-1-oxo-2,3-dihydro-1H-isoindol-2-yl)-2-methylpropanoic acid